N1=CC=CC2=CC(=CC=C12)NC(C1=CC=CC=C1)=O N-(6-quinolyl)benzamide